9,11,13-trifluorooctadecanoic acid sodium [Na].FC(CCCCCCCC(=O)O)CC(CC(CCCCC)F)F